N1,N3,N5-Tris(6-(bis(2-hydroxydodecyl)amino)hexyl)adamantane-1,3,5-tricarboxamide OC(CN(CCCCCCNC(=O)C12CC3(CC(CC(C1)C3)(C2)C(=O)NCCCCCCN(CC(CCCCCCCCCC)O)CC(CCCCCCCCCC)O)C(=O)NCCCCCCN(CC(CCCCCCCCCC)O)CC(CCCCCCCCCC)O)CC(CCCCCCCCCC)O)CCCCCCCCCC